6-(4-fluoro-3-methoxy-phenyl)-3-(4-isoquinolyl)-1H-thieno[3,2-d]pyrimidine-2,4-dione FC1=C(C=C(C=C1)C1=CC=2NC(N(C(C2S1)=O)C1=CN=CC2=CC=CC=C12)=O)OC